3-(2-bromoethoxy)-1-(4-chlorophenyl)-1H-pyrazole BrCCOC1=NN(C=C1)C1=CC=C(C=C1)Cl